3-hexenoyl butyrate C(CCC)(=O)OC(CC=CCC)=O